C1(=CC=CC=C1)C=C(C(=O)[O-])[SiH](O[Si](C)(C)C)C phenyltetramethyl-disiloxanylacrylate